4-(9-(5-chloropyridin-2-yl)-6-(2-(3-methylbenzylidene)hydrazinyl)-9H-purin-2-yl)morpholine ClC=1C=CC(=NC1)N1C2=NC(=NC(=C2N=C1)NN=CC1=CC(=CC=C1)C)N1CCOCC1